(2-(pyridin-3-ylmethyl)-2,4,5,6-tetrahydropyrrolo[3,4-c]pyrazol-3-yl)-1H-benzo[d]imidazole N1=CC(=CC=C1)CN1N=C2C(=C1N1C=NC3=C1C=CC=C3)CNC2